methyl 2-(4-(3-(tert-butoxy)-3-oxopropyl) phenyl)-2-methylpropionate C(C)(C)(C)OC(CCC1=CC=C(C=C1)C(C(=O)OC)(C)C)=O